1-((1-(2-(2,6-dioxopiperidin-3-yl)-6-fluoro-1,3-dioxoisoindolin-5-yl)piperidin-4-yl)methyl)piperidine-4-carbaldehyde O=C1NC(CCC1N1C(C2=CC(=C(C=C2C1=O)N1CCC(CC1)CN1CCC(CC1)C=O)F)=O)=O